phosphoramide-d P(=O)(N[2H])(N)N